C(CCCCCCCCCCC)N(CCNC(C(CC(=O)NCCN(CCCCCCCCCCCC)CCCCCCCCCCCC)=C)=O)CCCCCCCCCCCC N1,N4-bis(2-(didodecylamino)ethyl)-2-methylenesuccinamide